FC(C=1C(=C(C=CC1)[C@@H](C)NC(=O)C1=CN(C(C=C1N[C@H]1[C@@H](CN(CC1)C)F)=O)C1(CC1)C(F)F)F)F N-((R)-1-(3-(difluoromethyl)-2-fluorophenyl)ethyl)-1-(1-(difluoromethyl)cyclopropyl)-4-(((3R,4R)-3-fluoro-1-methylpiperidin-4-yl)amino)-6-oxo-1,6-dihydropyridine-3-carboxamide